6,3',5'-Trihydroxy-2-phenylbenzofuran C1=CC2=C(C=C1O)OC(=C2)C3=CC(=CC(=C3)O)O